NCCNCCS(=O)(=O)O L-2-[(2-aminoethyl)amino]ethanesulfonic acid